NCC=1C=NC(=NC1)C1=C(C=C(C#N)C=C1)OC=1N(N=C(C1)C=1N=NC=CC1)C 4-[5-(aminomethyl)pyrimidin-2-yl]-3-(2-methyl-5-pyridazin-3-ylpyrazol-3-yl)oxybenzonitrile